N,N'-dinitro-4,9-diaza-1,12-dodecanedioic acid [N+](=O)([O-])N(CCCCN(CCC(=O)O)[N+](=O)[O-])CCC(=O)O